ICl.[Pb+2].C(=N)[NH-].[Cs+].C(=N)[NH-].C(=N)[NH-] Cesium formamidine lead iodochloride salt